CCCO N-Propanol